BrC1=CC=C(C=C1)C1CCN(CC1)C1=C(C(=C(C=C1)C1C(NC(CC1)=O)=O)Cl)F 3-(4-(4-(4-Bromophenyl)piperidin-1-yl)-2-chloro-3-fluorophenyl)piperidine-2,6-dione